NC1=NC=2C(=C(C(=CC2C2=C1CN([C@H]2C)C(CO)=O)OC)Cl)Cl (S)-1-(4-amino-6,7-dichloro-8-methoxy-1-methyl-1,3-dihydro-2H-pyrrolo[3,4-c]quinolin-2-yl)-2-hydroxyethan-1-one